[O-]S(=O)(=O)C(F)(F)F.C(CCCCCCCC)[NH+]1CC(CCC1)C 1-Nonyl-3-Methylpiperidinium triflat